[(2R,3S,4R,5R)-5-[4-(cyclopentylamino)-2-iodo-pyrrolo[2,3-d]-pyrimidin-7-yl]-3,4-dihydroxy-tetrahydro-furan-2-yl]methoxy-methylphosphonic acid C1(CCCC1)NC=1C2=C(N=C(N1)I)N(C=C2)[C@H]2[C@@H]([C@@H]([C@H](O2)COCP(O)(O)=O)O)O